SC(C=1C(=C(C=CC1S)S)S)(S)S 3-trimercaptomethyl-trimercaptobenzene